5-(difluoromethyl)-3-oxopyrrolidine-1,2-dicarboxylic acid 1-benzyl ester 2-methyl ester COC(=O)C1N(C(CC1=O)C(F)F)C(=O)OCC1=CC=CC=C1